C(C1=CC=CC=C1)OC1=C2C(=C3[C@@H](CN(C3=C1)C(CCCC(=O)OC(C)(C)C)=O)CCl)C(=CS2)C tert-butyl (S)-5-(4-(benzyloxy)-8-(chloromethyl)-1-methyl-7,8-dihydro-6H-thieno[3,2-e]indol-6-yl)-5-oxopentanoate